COCOC1=C(C=CC(=C1)C=1N(C=C(N1)C(F)(F)F)C)CN (2-(methoxymethoxy)-4-(1-methyl-4-(trifluoromethyl)-1H-imidazol-2-yl)phenyl)methylamine